C(#N)C(CN1CC2=C(C=CC(=C2C1=O)NC(=O)C1CCN(CC1)C)C1=CC=C2C=NN(C2=C1)C)=C N-[2-(2-cyano-2-methylideneethyl)-7-(1-methyl-1H-indazol-6-yl)-3-oxo-2,3-dihydro-1H-isoindol-4-yl]-1-methylpiperidine-4-carboxamide